2-(6-hydroxy-2-oxo-2H-chromen-4-yl)acetic acid OC=1C=C2C(=CC(OC2=CC1)=O)CC(=O)O